NC1=NC=CC=C1S(=O)(=O)NC(=O)C=1C(=NC(=CC1)C1=C(C=CC(=C1)C)OC)N1C(C[C@@H](C1)C)(C)C N-[(2-Amino-3-pyridyl)sulfonyl]-6-(2-methoxy-5-methylphenyl)-2-[(4S)-2,2,4-trimethylpyrrolidin-1-yl]pyridin-3-carboxamid